[OH-].C(CCC)[N+](C)(CCCC)CCCC tributylmethylammonium hydroxide